Cl.C1(CC1)[C@@H](C)NC (R)-1-cyclopropyl-N-methylethylamine hydrochloride